4-chloro-5-(3-(6-((3,5-dimethylimidazo[1,5-a]pyridin-6-yl)oxy)-2-azaspiro[3.3]heptan-2-yl)propyl)pyridazin-3(2H)-one ClC=1C(NN=CC1CCCN1CC2(C1)CC(C2)OC=2C=CC=1N(C2C)C(=NC1)C)=O